ClC1=CC2=C(C=N1)C1(CN2C2=NC(=NC(=C2)C)C(CO)(F)F)CC1 2-(4-(6'-Chlorospiro[cyclopropane-1,3'-pyrrolo[3,2-c]pyridin]-1'(2'h)-yl)-6-methylpyrimidin-2-yl)-2,2-difluoroethan-1-ol